O=C1NC(CCC1N1C(C2=CC=CC(=C2C1=O)NCC1=CC=C(CNC(C2=NC=CC=C2)=O)C=C1)=O)=O N-(4-(((2-(2,6-dioxopiperidin-3-YL)-1,3-dioxoisoindolin-4-YL)amino)methyl)benzyl)picolinamide